1-(4-fluorobenzyl)-1H-1,2,4-triazole-3-carboxylic acid FC1=CC=C(CN2N=C(N=C2)C(=O)O)C=C1